1-benzyl-7'-bromo-1',4'-dihydro-2'H-spiro[pyrrolidine-3,3'-quinolin]-2'-one C(C1=CC=CC=C1)N1CC2(C(NC3=CC(=CC=C3C2)Br)=O)CC1